IC(C(=O)O)C1=CC=CC=C1 Iodophenyl-acetic acid